(E)-2-methyl-butenoate C/C(/C(=O)[O-])=C\C